C(C1=CC=CC=C1)OCCOC1CN(C1)C1=CC=C(OC=2C=C(C=C3C=NN(C23)C)C(=O)O)C=C1 7-[4-[3-(2-benzyloxyethoxy)azetidin-1-yl]phenoxy]-1-methyl-indazole-5-carboxylic acid